C(C1CO1)OCCC[Si](OC)(OC)OC (3-glycidyloxy-propyl)-trimethoxysilane